N1=CNC=2CN(CCC21)C(C)=O 1-{3H,4H,5H,6H,7H-imidazo[4,5-c]pyridin-5-yl}ethan-1-one